ClC1=CC=C(C=C1)NC(=S)[C@@H]1CC[C@H](CC1)OC1=NC=CC=C1 trans-N-(4-chlorophenyl)-4-(pyridin-2-yloxy)cyclohexane-1-thiocarboxamide